C1(CC1)N(CCC=O)CCOC 3-[CYCLOPROPYL(2-METHOXYETHYL)AMINO]PROPANAL